C[C@H]1N(C[C@@H](NC1)C)CC1=CC=C(C=C1)OC(F)(F)F (2R,5S)-2,5-dimethyl-1-(4-(trifluoromethoxy)benzyl)piperazine